but-3-enoic acid hydrochloride Cl.C(CC=C)(=O)O